C(C=C)N(N)C1=NC=CC=N1 2-(1-allylhydrazino)pyrimidine